BrC1=CC(=C(S1)CNC1C(NC(CC1)=O)=O)C(=O)O 5-bromo-2-(((2,6-dioxopiperidin-3-yl)amino)methyl)thiophene-3-carboxylic acid